2-(7-((2S,5R)-2,5-dimethyl-4-(1-(3-(methyl-d3)quinoxalin-6-yl)ethyl)piperazin-1-yl)-4-methyl-5-oxo-4,5-dihydro-2H-pyrazolo[4,3-b]pyridin-2-yl)acetonitrile C[C@@H]1N(C[C@H](N(C1)C(C)C=1C=C2N=C(C=NC2=CC1)C([2H])([2H])[2H])C)C=1C=2C(N(C(C1)=O)C)=CN(N2)CC#N